(1S,3aR,6aS)-N-((R)-1-cyano-2-((S)-2-oxopiperidin-3-yl)ethyl)-2-(4,6-difluoro-7-chloro-1H-indole-2-carbonyl)-5,5-difluorooctahydrocyclopenta[c]pyrrole-1-carboxamide C(#N)[C@@H](C[C@H]1C(NCCC1)=O)NC(=O)[C@H]1N(C[C@H]2[C@@H]1CC(C2)(F)F)C(=O)C=2NC1=C(C(=CC(=C1C2)F)F)Cl